NC1=NC(=CC(=N1)N[C@H](CO)CCC)C 2-amino-4-{[(2S)-1-hydroxypentan-2-yl]amino}-6-methylpyrimidin